C(CCCCCCCCCCC)[N+](C)(C)[O-] dodecyl-(dimethyl)amine oxide